(S)-3-(4-aminobenzamido)-N-(2-(dimethylamino)-1-phenylethyl)-6,6-dimethyl-4,6-dihydropyrrolo[3,4-c]pyrazole-5(1H)-carboxamide NC1=CC=C(C(=O)NC=2C3=C(NN2)C(N(C3)C(=O)N[C@H](CN(C)C)C3=CC=CC=C3)(C)C)C=C1